N-(6-(acetoxyamino)-6-oxohexyl)-7-(diethylamino)-2-oxo-2H-chromen-3-carboxamide C(C)(=O)ONC(CCCCCNC(=O)C=1C(OC2=CC(=CC=C2C1)N(CC)CC)=O)=O